methyl 5-bromo-6-ethoxy-4-methylpyridinecarboxylate BrC=1C(=CC(=NC1OCC)C(=O)OC)C